CN(C=1C=C(C=CC1OC)N(C(C#C)=O)C1(CCCC1)C(=O)N)C 1-(N-(3-(dimethylamino)-4-methoxyphenyl)propiolamido)cyclopentane-1-carboxamide